NC(CCN(NC(C(CC1CCCCC1)NC(OCC1=CC=CC=C1)=O)=O)C(CCl)=O)=O Benzyl N-[2-[2-(3-amino-3-oxo-propyl)-2-(2-chloroacetyl)hydrazino]-1-(cyclohexylmethyl)-2-oxo-ethyl]carbamate